C(C(=C)C)(=O)OCCC[Si](OC)(OC)C γ-Methacryloxypropylmethyl-dimethoxysilan